COC1=C(OC(CO)CO)C=CC=C1 2-(2-methoxyphenoxy)propane-1,3-diol